ClC1=C(C=C2C=C(N(C2=C1F)C)C=1NC(=NN1)C(=O)N(C)C)OC 5-(6-Chloro-7-fluoro-5-methoxy-1-methyl-1H-indol-2-yl)-N,N-dimethyl-4H-1,2,4-triazole-3-carboxamide